3-Bromo-2-fluoro-6-methylpyridine BrC=1C(=NC(=CC1)C)F